N-acetyl-aminopropylaminobutyric acid C(C)(=O)N(CCCN)C(C(=O)O)CC